6H-thieno[2,3-b]pyrrole-4-sulfonamide S1C=CC2=C1NC=C2S(=O)(=O)N